2-(3,4-difluorophenyl)-2-hydroxyacetic acid FC=1C=C(C=CC1F)C(C(=O)O)O